para-tolyl-acetaldehyde C1(=CC=C(C=C1)CC=O)C